5-(5-(2,2-difluorocyclopropyl)-3-(ethylsulfonyl)pyridin-2-yl)-2-(trifluoromethyl)pyrazolo[1,5-a]pyrimidine FC1(C(C1)C=1C=C(C(=NC1)C1=NC=2N(C=C1)N=C(C2)C(F)(F)F)S(=O)(=O)CC)F